Tert-butyl-4-[(6-cyclopropyl-3-pyridyl)methyl]-3-oxo-2-azabicyclo[3.1.0]hexane-2-carboxylate C(C)(C)(C)OC(=O)N1C2CC2C(C1=O)CC=1C=NC(=CC1)C1CC1